COC(C1=C(C=CC=C1)NC([C@H](CC1=CNC2=CC=CC=C12)NC(=O)OC(C)(C)C)C#N)=O.N1(CCCCC1)C=1N(CCN1)C(CCC)=O 1-(2-(piperidin-1-yl)-4,5-dihydro-1H-imidazol-1-yl)butan-1-one methyl-2-(((2S)-2-((tert-butoxycarbonyl)amino)-1-cyano-3-(1H-indol-3-yl)propyl)amino)benzoate